cyclopenta[a]phenanthren-3-yl 5-((3-((tert-butoxycarbonyl)amino)butyl)(8-((tert-butoxycarbonyl)amino)nonyl)amino)-5-oxopentanoate C(C)(C)(C)OC(=O)NC(CCN(C(CCCC(=O)OC=1C=CC2=C3C=CC=4C=CCC4C3=CC=C2C1)=O)CCCCCCCC(C)NC(=O)OC(C)(C)C)C